ClC1=NC(=CC=C1C(=O)O)N1N=C(C=C1)OC1CC1 2-chloro-6-(3-cyclopropyloxy-1H-pyrazol-1-yl)pyridine-3-carboxylic acid